1-(3-Chloro-4-methylphenyl)-3-((3-(2,4-dioxotetrahydropyrimidin-1(2H)-yl)-2-methylquinolin-6-yl)methyl)urea ClC=1C=C(C=CC1C)NC(=O)NCC=1C=C2C=C(C(=NC2=CC1)C)N1C(NC(CC1)=O)=O